9-(2,6-difluorophenyl)-3-methyl-18-thia-2,4,5,8-tetrazatetracyclo[8.8.0.02,6.011,17]octadeca-1(10),3,5,8,11(17)-pentaene FC1=C(C(=CC=C1)F)C1=NCC2=NN=C(N2C=2SC=3CCCCCC3C12)C